CN(C=O)C di-methyl-formamid